acetamidoeugenol C=CCC1C=CC(OCC(=O)N(CC)CC)=C(OC)C=1